ClC1=NC(=NC=N1)N1CCC(CC1)C(=O)N1OCC[C@H]1C1=NC=CN=C1 [1-(4-chloro-1,3,5-triazin-2-yl)-4-piperidinyl]-[(3S)-3-pyrazin-2-yl-isoxazolidin-2-yl]methanone